C(#N)N=S1(CCN(CC1)C(=O)NC=1SC(=C(N1)C1=CC(=CC=C1)C#N)C1=CC(=NC(=C1)C)C)=O 1-cyanoimino-N-[4-(3-cyanophenyl)-5-(2,6-dimethyl-4-pyridyl)thiazol-2-yl]-1-oxo-1,4-thiazinane-4-carboxamide